C(C=C)OC[C@]1(C[C@H](N(C1)C(=O)OC(C)(C)C)C(NC1=NC(=CC=C1CCCCC=C)Br)=O)F (2s,4R)-tert-Butyl 4-((Allyloxy)methyl)-2-((6-bromo-3-(hex-5-en-1-yl)pyridin-2-yl)carbamoyl)-4-fluoropyrrolidine-1-carboxylate